OC1=C(C(N(C2=CC=C(C=C12)C1=CC=C(C=C1)OC)CCN1CCOCC1)=O)C(=O)NC1CCC(CC1)C 4-hydroxy-6-(4-methoxyphenyl)-N-((1s,4s)-4-methylcyclohexyl)-1-(2-morpholinoethyl)-2-oxo-1,2-dihydroquinoline-3-carboxamide